3,5-dibutyl-3'-methoxy-1,1'-biphenyl C(CCC)C=1C=C(C=C(C1)CCCC)C1=CC(=CC=C1)OC